2-(Benzylmethylamino)-5-methoxy-1-methyl-6-oxo-1,6-dihydropyrimidine C(C1=CC=CC=C1)N(C=1N(C(C(=CN1)OC)=O)C)C